C1(CCCCC1)SNC(C(C)(C)C)=O N-(cyclohexylthio)pivalamide